COC(C=C)=O.C1(\C=C/C(=O)O1)=O maleic anhydride (methyl)acrylate